FC=1C=C(C=C(C1O)C=NN1CCOCC1)C(=O)N1CCC(CC1)C1=CC=C(C=C1)N1CCCC1 (3-fluoro-4-hydroxy-5-((morpholinoimino)methyl)phenyl)(4-(4-(pyrrolidin-1-yl)phenyl)piperidin-1-yl)methanone